BrC1=CC=C2N1C=C(N=C2)C 6-Bromo-3-methylpyrrolo[1,2-a]pyrazine